carbazolemonoaldehyde C1(=CC=CC=2C3=CC=CC=C3NC12)C=O